CN(C(CO)(C)C)C 2-di-methylamino-2-methyl-1-propanol